(R)-6-(6-cyclopropyl-7-methoxyimidazo[1,2-b]pyridazin-3-yl)-4-fluoro-N-(piperidin-3-yl)pyridin-2-amine C1(CC1)C=1C(=CC=2N(N1)C(=CN2)C2=CC(=CC(=N2)N[C@H]2CNCCC2)F)OC